C=C\C=C\CCCCCC trans-1,3-decadiene